O=C1OC2=C(N1)C=C(C=C2)/C=C/C(=O)NC2=C(C=CC=C2)C (E)-3-(2-oxo-2,3-dihydrobenzo[d]oxazol-5-yl)-N-(o-tolyl)acrylamide